2-[4-[3-[1-(5-chloropyrimidin-2-yl)-4-piperidyl]propoxy]-2-fluoro-phenyl]-1-[3-[[[(2R,3S,4R)-2,3,4,5-tetrahydroxypentyl]amino]methyl]azetidin-1-yl]ethanone ClC=1C=NC(=NC1)N1CCC(CC1)CCCOC1=CC(=C(C=C1)CC(=O)N1CC(C1)CNC[C@H]([C@@H]([C@@H](CO)O)O)O)F